C1(=CC=CC=C1)N1CN(N(C1)C=1C=C(C=CC1)C)C=1C=C(C=CC1)C 4-phenyl-1,2-di(m-tolyl)-1,2,4-triazolidine